5-Amino-1-isopropyl-3-[5-[2-oxo-2-[(5-phenylisoxazol-3-yl)amino]ethyl]-2-pyridyl]pyrazole-4-carboxamide NC1=C(C(=NN1C(C)C)C1=NC=C(C=C1)CC(NC1=NOC(=C1)C1=CC=CC=C1)=O)C(=O)N